neopentyl glycol di(stearate) C(CCCCCCCCCCCCCCCCC)(=O)OCC(C)(COC(CCCCCCCCCCCCCCCCC)=O)C